N-(hydroxymethyl)(methyl)acrylamide OCNC(C(=C)C)=O